Cl.C[C@H]1CNCC1 (3R)-3-methylpyrrolidine hydrochloride